2-phenyl-[1,2,4]triazolo[1,5-a]pyridine-6-carbaldehyde C1(=CC=CC=C1)C1=NN2C(C=CC(=C2)C=O)=N1